ClC=1C2=C(N=CN1)C(C=1C=CC=CC12)(C)C 4-chloro-9,9-dimethyl-9H-indeno[2,1-d]Pyrimidine